(S)-6-allyl-2-((4-((2-hydroxy-1-phenylethyl)amino)-5-(3-(quinuclidin-4-yl)-1,2,4-oxadiazol-5-yl)pyridin-2-yl)amino)-7,7-dimethyl-6,7-dihydro-5H-pyrrolo[3,4-b]pyridin-5-one C(C=C)N1C(C2=NC(=CC=C2C1=O)NC1=NC=C(C(=C1)N[C@H](CO)C1=CC=CC=C1)C1=NC(=NO1)C12CCN(CC1)CC2)(C)C